NC=1C=2N(C(=C(N1)C1=C(C#N)C=CC=C1)Br)N=C(C2)C=O (4-amino-7-bromo-2-formylpyrazolo[1,5-a]pyrazin-6-yl)benzonitrile